Methyl 5-amino-6-carbamoyl-1-ethyl-4-(3-methoxy-2,6-dimethylphenyl)-1H-pyrazolo[3,4-b]pyridine-3-carboxylate NC=1C(=C2C(=NC1C(N)=O)N(N=C2C(=O)OC)CC)C2=C(C(=CC=C2C)OC)C